C1(CC1)NC(C(=O)C1=CC=C(OC=2C(=NC=CC2)C(=O)NC)C=C1)=O (4-(2-(cyclopropylamino)-2-oxoacetyl)phenoxy)-N-methylpyridine-carboxamide